C1N(CC[C@]12NCCOC2)C(=O)OCCCC butyl (S)-9-oxa-2,6-diazaspiro[4.5]decane-2-carboxylate